4-(6-((1R,4R)-2-oxa-5-azabicyclo[2.2.1]heptan-5-yl)-[1,2,4]triazolo[1,5-a]pyridin-2-yl)-N1-methyl-2,7-naphthyridine-1,6-diamine [C@H]12OC[C@H](N(C1)C=1C=CC=3N(C1)N=C(N3)C3=CN=C(C1=CN=C(C=C31)N)NC)C2